bis(3,7-dimethylocta-2,6-dien-1-yl)succinate CC(=CCOC(CCC(=O)OCC=C(CCC=C(C)C)C)=O)CCC=C(C)C